3-iodo-11H-benzo[b]fluorenone IC1=CC=2C=3C=C4C(=CC3CC2C(C1)=O)C=CC=C4